C(#N)C1=CC(=C(C=C1)C1(OC2=C(O1)C=CC=C2N2CCN(C1CC21)CC2=NC1=C(N2C[C@@H](C)OC)C=C(C=C1)C(=O)O)C)F 2-((5-(2-(4-cyano-2-fluorophenyl)-2-methylbenzo[d][1,3]dioxol-4-yl)-2,5-diazabicyclo[4.1.0]hept-2-yl)methyl)-1-((R)-2-methoxypropyl)-1H-benzo[d]imidazole-6-carboxylic acid